C(C1=CC=CC=C1)C1=C(OC[C@@H](C)O)C=CC=C1 (R)-1-(2-benzylphenoxy)propan-2-ol